Br/C=C/C(=O)OCC ethyl (E)-3-bromo-acrylate